1H-imidazolo[4,5-d]thiophene N1C=NC2=C1C=CS2